COC1=C(C=C2C(=NN(C(C2=C1)=O)C)N[C@H](C)C1=CC(=CC(=C1)C(F)(F)F)[N+](=O)[O-])O[C@@H]1COCC1 7-methoxy-2-methyl-4-(((R)-1-(3-nitro-5-(trifluoromethyl)phenyl)ethyl)amino)-6-(((S)-Tetrahydrofuran-3-yl)oxy)phthalazin-1(2H)-one